N2-[4-bromo-3-[[tert-butyl(dimethyl)silyl]oxymethyl]-5-chloro-phenyl]-5-methyl-N4-phenyl-pyrimidine-2,4-diamine BrC1=C(C=C(C=C1Cl)NC1=NC=C(C(=N1)NC1=CC=CC=C1)C)CO[Si](C)(C)C(C)(C)C